BrCC1=CC(=CC(=C1)F)F 1-(bromomethyl)-3,5-difluorobenzene